C(CC)(=O)[O-].[Mg+2].C(CC)(=O)[O-] magnesium propionic acid salt